NC1(CCN(CC1)C1=CC=C(C=N1)C=1C=2N(C=C(C1)Br)N=CC2C#N)C 4-(6-(4-amino-4-methylpiperidin-1-yl)pyridin-3-yl)-6-bromopyrazolo[1,5-a]pyridine-3-carbonitrile